(2S,4R)-1-[(2S)-2-(4-cyclopropyltriazol-1-yl)-3,3-dimethyl-butanoyl]-N-[[1-(5-fluoro-2-pyridyl)cyclopropyl]methyl]-4-hydroxy-pyrrolidine-2-carboxamide C1(CC1)C=1N=NN(C1)[C@H](C(=O)N1[C@@H](C[C@H](C1)O)C(=O)NCC1(CC1)C1=NC=C(C=C1)F)C(C)(C)C